BrC1=CC=C(C=C1)C=1N(C=[N+]2C1C=1NC3=CC=CC=C3C1C=C2)C2=C(C=CC=C2)Cl 1-(4-Bromophenyl)-2-(2-chlorophenyl)-2,11-dihydroimidazo[1',5':1,2]pyrido[3,4-b]indol-4-ium